CN1CC2CN(CC(C1)O2)C=2C=CC=1N(C2)N=C(N1)C1=C2C=CN=C(C2=CN=C1N)N 5-(6-(7-methyl-9-oxa-3,7-diazabicyclo[3.3.1]non-3-yl)-[1,2,4]triazolo[1,5-a]pyridin-2-yl)-2,7-naphthyridine-1,6-diamine